O1C(CCCC1)N1N=CC2=C(C=CC=C12)C=1N=CN(C1)CC1=CC=C2C=C(N(C2=C1)C(=O)OC(C)(C)C)C(=O)OC O1-tert-butyl O2-methyl 6-[[4-(1-tetrahydropyran-2-ylindazol-4-yl)imidazol-1-yl]methyl]indole-1,2-dicarboxylate